NCC(=O)N1[C@@](CCC1)(C(=O)N[C@H](C(=O)O)CCC(=O)O)C (2S)-2-[[(2S)-1-(2-aminoacetyl)-2-methylpyrrolidine-2-carbonyl]amino]pentanedioic acid